N-[(3-amino-2-methylquinoxalin-6-yl)methyl]-N-(1,1-dioxo-2,3-dihydro-1λ6-benzothiophen-7-yl)pyridine-3-carboxamide NC=1C(=NC2=CC=C(C=C2N1)CN(C(=O)C=1C=NC=CC1)C1=CC=CC=2CCS(C21)(=O)=O)C